1-{4-[(6-amino-4-pyrimidinyl)oxy]phenyl}-3-[3-(trifluoromethyl)phenyl]-2-imidazolidinone NC1=CC(=NC=N1)OC1=CC=C(C=C1)N1C(N(CC1)C1=CC(=CC=C1)C(F)(F)F)=O